tert-Butyl (3,5-difluoro-4-hydroxybenzyl)carbamate FC=1C=C(CNC(OC(C)(C)C)=O)C=C(C1O)F